S1C(=CC2=C1CNC2)C(N)=S 5,6-dihydro-4H-thieno[2,3-c]pyrrole-2-carbothioamide